tert-butyl 4-(2-(2,6-dioxopiperidin-3-yl)-4-methoxy-1-oxoisoindolin-5-yl)piperazine-1-carboxylate O=C1NC(CCC1N1C(C2=CC=C(C(=C2C1)OC)N1CCN(CC1)C(=O)OC(C)(C)C)=O)=O